1-[(2R,3R,4S,5R)-4-benzyloxy-5-(benzyloxymethyl)-3-hydroxy-5-(hydroxymethyl)-tetra-hydrofuran-2-yl]pyrimidine-2,4-dione C(C1=CC=CC=C1)O[C@H]1[C@H]([C@@H](O[C@]1(CO)COCC1=CC=CC=C1)N1C(NC(C=C1)=O)=O)O